(1-(2-aminoethyl)-1H-pyrazol-3-yl)-N-(4-methoxypyridin-2-yl)-5-methyl-2-(1-methyl-1H-imidazol-2-yl)pyrrolo[2,1-f][1,2,4]triazin-4-amine NCCN1N=C(C=C1)C=1C(=C2C(=NC(=NN2C1)C=1N(C=CN1)C)NC1=NC=CC(=C1)OC)C